FC(=C1CCN(CC1)C1=C(C(=O)NC=2C=C3C(=C(N2)N2CCC(CC2)(F)F)OC=C3)C=CC(=C1)NS(=O)(=O)CCOC)F 2-(4-(difluoromethylene)piperidin-1-yl)-N-(7-(4,4-difluoropiperidin-1-yl)furo[2,3-c]pyridin-5-yl)-4-((2-methoxyethyl)sulfonamido)benzamide